6-iodo-7-methyl-5-(4-phenoxyphenyl)-7H-pyrrolo[2,3-d]pyrimidin-4-amine IC1=C(C2=C(N=CN=C2N)N1C)C1=CC=C(C=C1)OC1=CC=CC=C1